C(C)(C)(C)OC(=O)N1CC=2N=C(OC2C1)C1=CC=C(C=C1)Cl 2-(4-Chlorophenyl)-4,6-dihydro-5H-pyrrolo[3,4-d]oxazole-5-carboxylic acid tert-butyl ester